aluminum-Tin-silicon [Si].[Sn].[Al]